9,9-bis[4-(4-hydroxybutoxy)-3-methylphenyl]fluorene OCCCCOC1=C(C=C(C=C1)C1(C2=CC=CC=C2C=2C=CC=CC12)C1=CC(=C(C=C1)OCCCCO)C)C